N-(4-((4-cyanobenzyl)oxy)-3-(1H-tetrazol-1-yl)phenyl)-1H-imidazole-5-carboxamide C(#N)C1=CC=C(COC2=C(C=C(C=C2)NC(=O)C2=CN=CN2)N2N=NN=C2)C=C1